5-(4-Amino-6-cyanopyrrolo[2,1-f][1,2,4]triazin-7-yl)-N-((3R,4S)-4-fluoro-1-((R)-3,3,3-trifluoro-2-hydroxy-2-methylpropanoyl)pyrrolidin-3-yl)-2-methoxynicotinamide NC1=NC=NN2C1=CC(=C2C=2C=NC(=C(C(=O)N[C@@H]1CN(C[C@@H]1F)C([C@@](C(F)(F)F)(C)O)=O)C2)OC)C#N